C1CCC2=C(C=3CCCC3C=C12)NC(=O)NS(=O)(=O)\C=C\[C@@]1(N(CCC1)S(=O)(=O)C)C (R,E)-N-((1,2,3,5,6,7-Hexahydro-s-indacen-4-yl)carbamoyl)-2-(2-methyl-1-(methylsulfonyl)-pyrrolidin-2-yl)ethen-1-sulfonamid